[(3R,4S)-3-fluoro-4-[(2-{3-[(4-methanesulfonyl-2-methoxyphenyl)amino]prop-1-yn-1-yl}-1-(2,2,2-trifluoroethyl)-1H-indol-4-yl)amino]piperidin-1-yl]acetamide F[C@@H]1CN(CC[C@@H]1NC1=C2C=C(N(C2=CC=C1)CC(F)(F)F)C#CCNC1=C(C=C(C=C1)S(=O)(=O)C)OC)CC(=O)N